tetracyanocopper (I) C(#N)[Cu-3](C#N)(C#N)C#N